Octyl-3,5-di-tert-butyl-4-hydroxy-hydrocinnamat C(CCCCCCC)OC(CCC1=CC(=C(C(=C1)C(C)(C)C)O)C(C)(C)C)=O